BrC1=CC=CC=2NC(=NC21)C2=CC(=CC=C2)C2(COC2)CC2=NN=CN2C 4-Bromo-2-(3-[3-[(4-methyl-1,2,4-triazol-3-yl)methyl]oxetan-3-yl]phenyl)-1H-1,3-benzodiazole